ClC1=CC=C(C=C1)C1=NOC(=N1)C1=NN(C(C=C1)=O)CC(=O)NCC 2-(3-(3-(4-chlorophenyl)-1,2,4-oxadiazol-5-yl)-6-oxopyridazin-1(6H)-yl)-N-ethylacetamide